C(C)OC(C(CC(=C=O)C1=C(C=CC=C1)[N+](=O)[O-])=C=O)=O 4-(2-Nitrophenyl)-2,4-dicarbonylbutanoic acid ethyl ester